ClC=1C(=C(C=CC1)B1OC(C(O1)(C)C)(C)C)C(F)(F)F 2-(3-chloro-2-(trifluoromethyl)phenyl)-4,4,5,5-tetramethyl-1,3,2-dioxaborolane